OC1=C(C2=C(NN=N2)C=C1)C1=CC=CC=C1 Hydroxyphenyl-Benzotriazol